BrC1=CC=C(C=C1)[C@H](C(=O)N1CCN(CC1)C=1C2=C(N=CN1)[C@@H](C[C@H]2C)O)CCNC(CO)C2CCOCC2 (2R)-2-(4-bromophenyl)-4-(2-hydroxy-1-(tetrahydro-2H-pyran-4-yl)ethylamino)-1-(4-((5R,7R)-7-hydroxy-5-methyl-6,7-dihydro-5H-cyclopenta[d]pyrimidin-4-yl)piperazin-1-yl)butan-1-one